2-(3-Hydroxymethyl-2,2-dimethylcyclobutylidene)propan-1-ol OCC1C(C(C1)=C(CO)C)(C)C